ClC1=NC=C(C(=N1)NC=1C=C2C=C(C(N(C2=NC1)C(C)C)=O)OCC(=O)NC)Cl 2-[[6-[(2,5-dichloropyrimidin-4-yl)amino]-1-isopropyl-2-oxo-1,8-naphthyridin-3-yl]oxy]-N-methylacetamide